4-(2-propyn-1-oxy)isoindolin-1,3-dione C(C#C)OC1=C2C(NC(C2=CC=C1)=O)=O